rel-2-((3R,4R)-4-(((6-(ethyl(4-(1,1,1,3,3,3-hexafluoro-2-hydroxypropan-2-yl)benzyl)amino)-5-fluoropyrimidin-4-yl)amino)methyl)-3,4-dihydroxypiperidin-1-yl)acetamide C(C)N(C1=C(C(=NC=N1)NC[C@]1([C@@H](CN(CC1)CC(=O)N)O)O)F)CC1=CC=C(C=C1)C(C(F)(F)F)(C(F)(F)F)O |o1:11,12|